ClC1=C(C=CC=C1)[C@H]1[C@@H](OC2(O1)CCCC2)CCO 2-((2s,3s)-3-(2-chlorophenyl)-1,4-dioxaspiro[4.4]non-2-yl)ethanol